((2-chloro-4-fluorophenoxy)methyl)-5-(1H-tetrazol-5-yl)pyridine ClC1=C(OCC2=NC=C(C=C2)C2=NN=NN2)C=CC(=C1)F